CC1=CC=C2NC=3C=C(C=CC3C(C2=C1)(C)C)CCN1CCS(CC1)(=O)=O 4-(2-(7,9,9-trimethyl-9,10-dihydroacridin-3-yl)ethyl)thiomorpholine 1,1-dioxide